C(C(=C)C)(=O)OCC[N+](CC(=O)[O-])(C)C 2-[[2-(Methacryloyloxy)ethyl]dimethylammonio]acetate